2-((1r,4r)-4-((4-(1-(2,6-Dioxopiperidin-3-yl)-3-methyl-1H-indazol-4-yl)-1H-pyrazol-1-yl)methyl)cyclohexyl)-N-(imidazo[1,2-b]pyridazin-3-yl)-6-methoxy-2H-indazole-5-carboxamide O=C1NC(CCC1N1N=C(C2=C(C=CC=C12)C=1C=NN(C1)CC1CCC(CC1)N1N=C2C=C(C(=CC2=C1)C(=O)NC1=CN=C2N1N=CC=C2)OC)C)=O